(2S)-3-methyl-2-[methyl-[(3S)-1-[(E)-3-(1,2,4-triazol-1-yl)prop-2-enoyl]pyrrolidine-3-carbonyl]amino]butanoic acid CC([C@@H](C(=O)O)N(C(=O)[C@@H]1CN(CC1)C(\C=C\N1N=CN=C1)=O)C)C